NCCCCCCCC(=O)OCC=O 2-oxoethyl 8-aminooctanoate